2-{3-(4-chlorophenyl)-naphthalen-1-yl}-dibenzofuran ClC1=CC=C(C=C1)C=1C=C(C2=CC=CC=C2C1)C1=CC2=C(OC3=C2C=CC=C3)C=C1